2-(ethoxymethyl)-5-(4-fluoro-2-methylphenyl)-6-methyl-4-oxo-1,4-dihydropyridine-3-carboxylic acid C(C)OCC=1NC(=C(C(C1C(=O)O)=O)C1=C(C=C(C=C1)F)C)C